BrC=1C=C(N(C1)S(=O)(=O)CC1=CC=CC=C1)C=C[N+](=O)[O-] 4-bromo-2-(2-nitrovinyl)-N-toluenesulfonylpyrrole